(R)-3-((4-(3-Oxocyclobutyl)phenyl)amino)piperidine-2,6-dione O=C1CC(C1)C1=CC=C(C=C1)N[C@H]1C(NC(CC1)=O)=O